(S)-2-((tert-butoxycarbonyl)amino)-3-iodopropionic acid methyl ester COC([C@@H](CI)NC(=O)OC(C)(C)C)=O